4-chloro-3,5-dimethyl-pyrazol ClC=1C(=NNC1C)C